F[C@@H]1C[C@H](N(C1)C(=O)OC(C)(C)C)C(=O)NNC(CCCC(F)(F)F)=O tert-butyl (2S,4R)-4-fluoro-2-(2-(5,5,5-trifluoropentanoyl)hydrazine-1-carbonyl)pyrrolidine-1-carboxylate